methyl 5-methoxy-2,2-dimethyl-2H-chromene-6-carboxylate (Methyl 5-methoxy-2,2-dimethyl-2H-chromene-6-carboxylate) CC=1C(OC2=CC=C(C(=C2C1)OC)C(=O)O)(C)C.COC1=C2C=CC(OC2=CC=C1C(=O)OC)(C)C